2-(3-bromopyridin-2-yl)-4,5-dihydrothiazol-4-ol BrC=1C(=NC=CC1)C=1SCC(N1)O